(3-fluoropyridin-2-yl)(tetrahydro-2H-pyran-4-yl)methanol FC=1C(=NC=CC1)C(O)C1CCOCC1